C(N)(=O)C(CN1C(C=2C=CC3=C(C2C1)C=C(C=C3)C=3C=C(C(=O)NC)C=C(C3)OC(F)(F)F)=O)=C 3-[2-(2-carbamoyl-2-methylideneethyl)-3-oxo-1H,2H,3H-benzo[e]isoindol-8-yl]-N-methyl-5-(trifluoromethoxy)benzamide